5-(8-fluoro-[1,2,4]triazolo[1,5-a]pyridin-6-yl)-N-(cis-4-(trifluoromethoxy)cyclohexyl)-7H-pyrrolo[2,3-d]pyrimidin-2-amine FC=1C=2N(C=C(C1)C1=CNC=3N=C(N=CC31)N[C@@H]3CC[C@@H](CC3)OC(F)(F)F)N=CN2